C(CCC)NCCCCCCCCN N-butyloctane-1,8-diamine